ClCC(=O)NCCCCNC1=NC2=CC(=C(C=C2C(=N1)NCCCCCCN(C)C)OC)OC 2-chloro-N-(4-((4-((6-(dimethylamino)hexyl)amino)-6,7-dimethoxyquinazolin-2-yl)amino)butyl)acetamide